2-(4-fluorophenyl)-2-methoxy-N,N-dimethylcyclohexane-1-amine FC1=CC=C(C=C1)C1(C(CCCC1)N(C)C)OC